3-((cyclopropylsulfonyl)amino)-N-methyl-2-(((cis-4-phenylcyclohexyl)oxy)methyl)-piperidine-1-carboxamide C1(CC1)S(=O)(=O)NC1C(N(CCC1)C(=O)NC)CO[C@@H]1CC[C@@H](CC1)C1=CC=CC=C1